N=1SN=C2C1C=CC=C2CN(C(CCl)=O)C2=CC(=CC(=C2)OC)OC N-(2,1,3-benzothiadiazol-4-ylmethyl)-2-chloro-N-(3,5-dimethoxyphenyl)acetamide